FC1(C(C1)C=1C=NNC1)F 4-(2,2-difluorocyclopropyl)-1H-pyrazole